4-fluoro-2-iso-propylaniline FC1=CC(=C(N)C=C1)C(C)C